methoxyallylsulfonic acid COC=CCS(=O)(=O)O